N-(3-((2-((1-(difluoromethyl)-1H-pyrazol-4-yl)amino)pyrrolo[2,1-f][1,2,4]triazin-4-yl)oxy)-4-fluorophenyl)acrylamide FC(N1N=CC(=C1)NC1=NN2C(C(=N1)OC=1C=C(C=CC1F)NC(C=C)=O)=CC=C2)F